C(C1=CC=CC=C1)NC1CCC(CC1)(CN[C@H]1[C@@H](C1)C1=CC=CC=C1)F benzyl-4-fluoro-4-(((trans-2-phenylcyclopropyl)amino)methyl)cyclohexylamine